2-pentyl-1-undecyl alcohol C(CCCC)C(CO)CCCCCCCCC